CC1N(CCOC1)C1=CC(NC(=C1)C=1C=NC=CC1C)=O 4-(3-methylmorpholin-4-yl)-6-(4-methyl-3-pyridinyl)-1H-pyridin-2-one